FC1(CN(C[C@@H]2[C@H]1OCC(N2)=O)C(=O)OC(C)(C)C)F |o1:5,6| tert-Butyl rel-(4aR,8aR)-8,8-difluoro-3-oxo-4a,5,7,8a-tetrahydro-4H-pyrido[4,3-b][1,4]oxazine-6-carboxylate